2-((2-ethylhexyl)oxy)ethane-1-ol ethyl-1-(2-(4-methoxybenzyl)-1-carbonyl-2,3-dihydro-1H-benzo[de]isoquinolin-6-yl)-2-trifluoromethyl-1H-pyrrol-3-carboxylate C(C)C=1C(=C(N(C1)C=1C=CC=2CN(C(C3=CC=CC1C23)=C=O)CC2=CC=C(C=C2)OC)C(F)(F)F)C(=O)OCCOCC(CCCC)CC